NCC(CNC(OC(C)(C)C)=O)(F)F tert-butyl N-(3-amino-2,2-difluoro-propyl)carbamate